COC1=CC=C(C=C1)C(OC[C@@H]1[C@H](C[C@@H](O1)N1C(N=C(C=C1)NC(=O)NC1=CC=CC=C1)=O)O)(C1=CC=CC=C1)C1=CC=C(C=C1)OC 1-(1-((2R,4S,5R)-5-((bis(4-methoxyphenyl)(phenyl)methoxy)methyl)-4-hydroxytetrahydrofuran-2-yl)-2-oxo-1,2-dihydropyrimidin-4-yl)-3-phenylurea